8-(5-{4-[4'-(methoxycarbonyl)-2-[3-(2-methoxyethoxy)prop-1-yn-1-yl]-[1,1'-biphenyl]-4-amido]phenyl}pyridine-2-amido)naphthalene-1-carboxylic acid COC(=O)C1=CC=C(C=C1)C1=C(C=C(C=C1)C(=O)NC1=CC=C(C=C1)C=1C=CC(=NC1)C(=O)NC=1C=CC=C2C=CC=C(C12)C(=O)O)C#CCOCCOC